C(C)(C)(C)C=1C=C(ON2NC(=CC(=N2)OC2=CC(=C(C(=C2)C(C)(C)C)O)C(C)(C)C)OC2=CC(=C(C(=C2)C(C)(C)C)O)C(C)(C)C)C=C(C1O)C(C)(C)C 2,4,6-Tris(3,5-di-tert-butyl-4-hydroxyphenoxy)-1,2,3-triazine